COC1=C(CN2C(N(CCC2=O)C=2C=NN3C2C=C(C=C3)CC3(C[C@@H](N(CC3)C(=O)OC(C)(C)C)C)F)=O)C=CC(=C1)OC tert-butyl (2S)-4-((3-(3-(2,4-dimethoxybenzyl)-2,4-dioxotetrahydropyrimidin-1(2H)-yl)pyrazolo[1,5-a]pyridin-5-yl)methyl)-4-fluoro-2-methylpiperidine-1-carboxylate